1-(4-Methyl-1H-pyrazol-3-yl)ethan-1-ol CC=1C(=NNC1)C(C)O